Benzyl 4-(5-(3-(2-(2-hydroxyethoxy)ethyl)phenyl)-2-methyl-3-phenyl-pyrazolo[1,5-a]pyrimidin-7-yl)piperazine-1-carboxylate OCCOCCC=1C=C(C=CC1)C1=NC=2N(C(=C1)N1CCN(CC1)C(=O)OCC1=CC=CC=C1)N=C(C2C2=CC=CC=C2)C